ClC1=CC=C(C2=C1C1(CCCC1)S(N2)(=O)=O)N 4-Chloro-1H-spiro[2,1-benzothiazol-3,1'-cyclopentan]-7-amin-2,2-dioxid